[6-[3-(1-hydroxycyclopropyl)-1H-1,2,4-triazol-5-yl]-2-azaspiro[3.3]heptan-2-yl]-[6-[[4-(trifluoromethyl)pyrazol-1-yl]methyl]-2-azaspiro[3.3]heptan-2-yl]methanone OC1(CC1)C1=NNC(=N1)C1CC2(CN(C2)C(=O)N2CC3(C2)CC(C3)CN3N=CC(=C3)C(F)(F)F)C1